methyl 4-methyl-1,2,3-thiadiazole-5-carboxylate CC=1N=NSC1C(=O)OC